FC1=CC(=NC=C1)NC(C1=CC=CC=C1)=O N-(4-fluoropyridin-2-yl)benzamid